CC1=CC=C(C=C1)C(C(CC=C(C)C)C)=O 1-(4-Methylphenyl)-2,5-dimethyl-4-hexen-1-one